Cl.COC1=C(C=C(C(=C1)C(F)(F)F)OC)C1C(NCCC1)C 3-(2,5-dimethoxy-4-(trifluoromethyl)phenyl)-2-methylpiperidine hydrochloride